7-oxo-1-oxaspiro[3.5]nonane-6-carbonitrile O=C1C(CC2(CCO2)CC1)C#N